CN(CCN(S(=O)(=O)NC(=O)N)C=1C=NN(C1)C)C 1-{[2-(dimethylamino)ethyl](1-methyl-1H-pyrazol-4-yl)sulfamoyl}urea